4-(4-bromophenoxy)-3-methoxyphenol BrC1=CC=C(OC2=C(C=C(C=C2)O)OC)C=C1